C12(CC3CC(CC(C1)C3)C2)C(C(NC=2C=NC=CC2)=O)N(C(C#C)=O)C2=CC(=C(C=C2)OCC2CC2)Cl N-(1-((3r,5r,7r)-adamantan-1-yl)-2-oxo-2-(pyridin-3-ylamino)ethyl)-N-(3-chloro-4-(cyclopropyl-methoxy)phenyl)propiolamide